[Ag].[Sn].[Pb].C1(=C(C(=C(C2=C1C1=C(C(=C(C=3C4=C(C(=C(C(=C4NC13)[2H])[2H])[2H])[2H])[2H])[2H])O2)[2H])[2H])[2H])[2H] 12H-benzofuro[3,2-a]carbazole-1,2,3,4,6,7,8,9,10,11-d10 lead-tin-silver